3-methylpiperazine-2-one CC1C(NCCN1)=O